FC1(CCN(CC1)C=1SC=C(N1)C=1N=NN(C1)C1=C(C=C(C=C1)NS(=O)(=O)CCO)N1CCCCC1)F N-(4-(4-(2-(4,4-difluoropiperidin-1-yl)thiazol-4-yl)-1H-1,2,3-triazol-1-yl)-3-(piperidin-1-yl)phenyl)-2-hydroxyethane-1-sulfonamide